2-(methyl-d3)-1,3-indenedione C(C1C(C2=CC=CC=C2C1=O)=O)([2H])([2H])[2H]